[Si](C1=CC=CC=C1)(C1=CC=CC=C1)(C(C)(C)C)OCC1CN(CCOC1)C=1C2=C(N=C(N1)OCC13CCCN3CCC1)C(=C(N=C2)C2=CC=CC1=CC=CC(=C21)F)F 6-(((tert-butyldiphenylsilyl)oxy)methyl)-4-(8-fluoro-7-(8-fluoronaphthalen-1-yl)-2-((hexahydro-1H-pyrrolizin-7a-yl)methoxy)pyrido[4,3-d]pyrimidin-4-yl)-1,4-oxazepane